C(C1=CC=CC=C1)OC(=O)N1CCN(CC1)C1=CC=C(C=C1)N 4-(4-aminophenyl)piperazine-1-carboxylic acid benzyl ester